(E)-1-(((6-chloroimidazo[1,2-a]pyridin-2-yl)methylene)amino)pyrrolidin-2-one ClC=1C=CC=2N(C1)C=C(N2)\C=N\N2C(CCC2)=O